dihydroanethole CCCC1=CC=C(C=C1)OC